2,7-dichloro-4-(1-(ethoxymethyl)-3,8-diazabicyclo[3.2.1]octane-3-yl)-8-fluoropyrido[4,3-d]Pyrimidine ClC=1N=C(C2=C(N1)C(=C(N=C2)Cl)F)N2CC1(CCC(C2)N1)COCC